(3aR,7aS)-6-(2-{1-ethyl-1H-pyrrolo[2,3-b]pyridin-2-yl}-7-methoxy-1-methyl-1H-1,3-Benzodiazole-5-carbonyl)-octahydro-1H-pyrrolo[2,3-c]pyridine-1-carboxylic acid tert-butyl ester C(C)(C)(C)OC(=O)N1CC[C@@H]2[C@H]1CN(CC2)C(=O)C2=CC1=C(N(C(=N1)C1=CC=3C(=NC=CC3)N1CC)C)C(=C2)OC